(4Z)-2-(benzylamino)-4-(6-isoquinolylmethylene)-1H-imidazol-5-one C(C1=CC=CC=C1)NC=1NC(/C(/N1)=C/C=1C=C2C=CN=CC2=CC1)=O